2-[[(3R)-5-chloro-8-hydroxy-3-methyl-3,4-dihydro-1H-isochromene-7-carbonyl]amino]-3-phenylpropionic acid ClC1=C2C[C@H](OCC2=C(C(=C1)C(=O)NC(C(=O)O)CC1=CC=CC=C1)O)C